1,2-dihydrobenzoquinone C1(CCC(C=C1)=O)=O